C1(CCCCC1)C[C@H](C(=O)N1CC2(CCCC2)C(CC1)(O)CN1C=NC=CC1=O)C 3-((7-((R)-3-cyclohexyl-2-methylpropanoyl)-10-hydroxy-7-azaspiro[4.5]decan-10-yl)methyl)pyrimidin-4(3H)-one